2-(3-(4-sulfamoylbenzyl)-5-((tetrahydro-2H-pyran-4-yl)oxy)-1H-indol-1-yl)thiazole-4-carboxylic acid S(N)(=O)(=O)C1=CC=C(CC2=CN(C3=CC=C(C=C23)OC2CCOCC2)C=2SC=C(N2)C(=O)O)C=C1